para-chloro-meta-cresol ClC=1C(=CC(=CC1)O)C